C1NCCC12CCC(CC2)C(=O)O.C(#N)C(C)(C)C2=CC(=NC=C2)C(=O)NC2=CC(=C(C=C2)F)C=2C=NC1=CC(=NC=C1C2)NC 4-(2-cyanoprop-2-yl)-N-(4-fluoro-3-(7-(methylamino)-1,6-naphthyridin-3-yl)phenyl)picolinamide 2-azaspiro[4.5]decane-8-carboxylate